FC(OC=1C=C(C=CC1)C1=COC=2C1=NC=C(C2)C2=CC=C(C=C2)N2CCN(CC2)C(=O)OC(C)(C)C)(F)F tert-butyl 4-(4-(3-(3-(trifluoromethoxy)phenyl)furo[3,2-b]pyridin-6-yl)phenyl)piperazine-1-carboxylate